(4-(methylsulfonyl)phenyl)propanehydrazide CS(=O)(=O)C1=CC=C(C=C1)C(C(=O)NN)C